ClCCOC1=C(N(C)C)C=CC=C1 (2-chloroethoxy)-N,N-dimethylaniline